Cl.COC1=NN(C=C1N)C 3-methoxy-1-methyl-pyrazol-4-amine hydrochloride